BrC1=CC(=C(C=C1)C1=CC(NC=2C=C3C(=CC12)OCO3)=O)OCC 8-(4-bromo-2-ethoxyphenyl)-[1,3]dioxolo[4,5-g]quinolin-6(5H)-one